CC1=C(N=C(N1)C1=NC=CC(=C1)C=1C=NC=C(C1)S(=O)(=O)C)C(=O)N[C@H]1COCC1 5-Methyl-2-[5-(methylsulfonyl)-3,4'-bipyridin-2'-yl]-N-[(3R)-tetrahydrofuran-3-yl]1H-imidazol-4-carboxamid